CN(C1CCN(CC1)C(=O)OC(C)(C)C)C=1C=NC2=NC(=CC=C2C1)OS(=O)(=O)C(F)(F)F tert-butyl 4-{methyl[7-(trifluoromethanesulfonyloxy)-1,8-naphthyridin-3-yl]amino}piperidine-1-carboxylate